5-Phenyl-isoxazole-3-carboxylic acid {2-[4-(2-chloro-phenylamino)-piperidin-1-yl]-2-oxo-ethyl}-amide ClC1=C(C=CC=C1)NC1CCN(CC1)C(CNC(=O)C1=NOC(=C1)C1=CC=CC=C1)=O